NCC=1C2=C(C(NN1)=O)C(=NC(=C2)C=2C=NN(C2C2=C(C#N)C(=CC(=C2F)Cl)OC2CC2)C)Cl 2-(4-(1-(Aminomethyl)-5-chloro-4-oxo-3,4-dihydropyrido[3,4-d]pyridazin-7-yl)-1-methyl-1H-pyrazol-5-yl)-4-chloro-6-cyclopropyloxy-3-fluorobenzonitrile